FC=1C=C(C=CC1OCC1=CC=CC=C1)B 3-fluoro-4-benzyloxyphenylborane